COC(\C(=C\C)\Br)=O bromocrotonic acid methyl ester